C(C)(C)(C)C1=CC=2C(=CC=3N(C2C=C1)N=C1C=CC=CC13)C1=CC=C(C=C1)OC 3-(tert-butyl)-5-(4-methoxyphenyl)indazolo[2,3-a]quinoline